(1S,3S,4S)-3-acetamido-N-((S)-(2,3-dichloro-6-fluoro-5-hydroxyphenyl)(4-fluorobicyclo[2.2.1]heptan-1-yl)methyl)-4-fluorocyclopentane-1-carboxamide C(C)(=O)N[C@H]1C[C@@H](C[C@@H]1F)C(=O)N[C@@H](C12CCC(CC1)(C2)F)C2=C(C(=CC(=C2F)O)Cl)Cl